Methyl (2R)-2-[2-aminoethyl (benzyloxycarbonyl) amino]-3-tert-butoxy-propionate NCCN([C@@H](C(=O)OC)COC(C)(C)C)C(=O)OCC1=CC=CC=C1